2-fluoro-4-methyl-5-(phenyl-d5)pyridine FC1=NC=C(C(=C1)C)C1=C(C(=C(C(=C1[2H])[2H])[2H])[2H])[2H]